3-((4-bromo-2-ethyl-1,1-dioxido-3-oxo-2,3-dihydrobenzo[d]isothiazol-5-yl)oxy)-5-fluorobenzonitrile BrC1=C(C=CC2=C1C(N(S2(=O)=O)CC)=O)OC=2C=C(C#N)C=C(C2)F